FC(C=1C=C(C=CC1)C1=CN=CO1)(F)F 5-(3-(trifluoromethyl)phenyl)oxazole